3-((4-(5-(2-chloro-4-fluorophenoxy)-2,2-dimethylpentanoyl)piperazin-1-yl)sulfonyl)benzoic acid ClC1=C(OCCCC(C(=O)N2CCN(CC2)S(=O)(=O)C=2C=C(C(=O)O)C=CC2)(C)C)C=CC(=C1)F